4-(1-(4-(azetidin-1-ylmethyl)-2-methylphenyl)-2-methyl-1H-imidazol-4-yl)-N-(1-(methylsulfonyl)piperidin-4-yl)-5-(trifluoromethyl)pyrimidin-2-amine N1(CCC1)CC1=CC(=C(C=C1)N1C(=NC(=C1)C1=NC(=NC=C1C(F)(F)F)NC1CCN(CC1)S(=O)(=O)C)C)C